4-(4-methylphenyl)methylene-2,6-di-tert-butyl-1-cyclohexadiene-one CC1=CC=C(C=C1)C=C1C=C(C(C(=C1)C(C)(C)C)=O)C(C)(C)C